CC=1NC(C(=C2CCCCC12)C(=O)NC1=CC=C(C=C1)C(F)(F)F)=O 1-methyl-3-oxo-N-(4-(trifluoromethyl)phenyl)-2,3,5,6,7,8-hexahydroisoquinoline-4-carboxamide